CC1C(C=2C(CC(OCCCCC1)=O)C1CCC3CCCC3C1C2)=O 2,3,3a,4,5,5a,5b,6,9,10,11,12,13,14,16a,16b-hexadecahydro-14-methyl-1H-as-indaceno[3,2-d]oxacyclododecine-7,15-dione